ClC=1C(=C(C=CC1F)[C@H](NC(=O)N1[C@@H](C(NCC1)=O)C)[C@@H]1CC[C@H](CC1)C(F)(F)F)F (2R)-N-((R)-(3-chloro-2,4-difluorophenyl)(trans-4-(trifluoromethyl)cyclohexyl)-methyl)-2-methyl-3-oxopiperazine-1-carboxamide